1-(3,6-dibromo-9H-carbazol-9-yl)-3-(isopentylamino)propan-2-ol BrC=1C=CC=2N(C3=CC=C(C=C3C2C1)Br)CC(CNCCC(C)C)O